ClC(C1=NC(=NO1)C1=CC=C(C=C1)CNC(=O)C1CC1)(F)F N-[[4-[5-[Chloro(difluoro)methyl]-1,2,4-oxadiazol-3-yl]phenyl]methyl]cyclopropanecarboxamide